3-[3-(1-hydroxyethyl)-6-[5-[(6-methylpyridazin-3-yl)amino]benzimidazol-1-yl]-2-pyridinyl]-2-methoxy-phenol OC(C)C=1C(=NC(=CC1)N1C=NC2=C1C=CC(=C2)NC=2N=NC(=CC2)C)C=2C(=C(C=CC2)O)OC